CC1=C(C=C(C=C1)C1=NN=C(N1)C1=CC=CC=C1)S(=O)(=O)NCCN1CCOCC1 2-methyl-N-(2-morpholinoethyl)-5-(5-phenyl-4H-1,2,4-triazol-3-yl)benzenesulfonamide